1'H-[4,6'-biindazol]ylglycine N1N=C(C=2C(=CC=CC12)C1=CC=C2C=NNC2=C1)NCC(=O)O